C(CCC)[Mg]CC n-butylethyl-magnesium